N6-benzoyl-5'-O-(4,4-dimethoxytrityl)-2'-methoxyadenosine C(C1=CC=CC=C1)(=O)NC=1C=2N=CN([C@H]3[C@](O)([C@H](O)[C@@H](COC(C4=CCC(C=C4)(OC)OC)(C4=CC=CC=C4)C4=CC=CC=C4)O3)OC)C2N=CN1